[N+](=O)([O-])C1=CC=C(C=C1)N1C[C@H]2[C@H](C1)CN(C2)C(=O)OC(C)(C)C (3aR,6aR)-tert-Butyl 5-(4-nitrophenyl)hexahydropyrrolo[3,4-c]pyrrole-2(1H)-carboxylate